CN(C)[Sn] (DIMETHYLAMINO)tin